((8-cyclopentyl-6-(1-ethoxyvinyl)-7-oxo-7,8-dihydropyrido[2,3-d]pyrimidin-2-yl) amino) piperidine-1-carboxylate N1(CCCCC1)C(=O)ONC=1N=CC2=C(N1)N(C(C(=C2)C(=C)OCC)=O)C2CCCC2